Cl.CC=1C=C(C=CC1C)NC1N(C(=NC(=N1)N)N1CCCC1)C=1C=C(C=CC1)C N-(3,4-Dimethylphenyl)-6-pyrrolidin-1-yl-N1-m-tolyl-[1,3,5]triazine-2,4-diamine hydrochloride